5-(4-(3-(3-(tert-butyl)-1-phenyl-1H-pyrazol-5-yl)ureido)-3-(methylthio)phenoxy)-N-methylpicolinamide C(C)(C)(C)C1=NN(C(=C1)NC(NC1=C(C=C(OC=2C=CC(=NC2)C(=O)NC)C=C1)SC)=O)C1=CC=CC=C1